Azoiron N(=N[Fe])[Fe]